Cl.COC1=CC=C(OC2=CC=C(N)C=C2)C=C1 4-(4-methoxyphenoxy)aniline HCl